NC1=C(C#N)C=C(C(=N1)C=1C=C2CN(C(C2=CC1)=O)C1C(NC(CC1)=O)=O)OC 2-amino-6-(2-(2,6-dioxopiperidin-3-yl)-1-oxoisoindolin-5-yl)-5-methoxynicotinonitrile